(furan-2-ylmethyl)-3-((4-(trifluoromethyl)pyrimidin-2-yl)thio)propanamide Tert-butyl-2-(((tert-butoxycarbonyl)(cyclobutylmethyl)amino)methyl)-6-(hydroxymethyl)-1H-indole-1-carboxylate C(C)(C)(C)OC(=O)N1C(=CC2=CC=C(C=C12)CO)CN(CC1CCC1)C(=O)OC(C)(C)C.O1C(=CC=C1)CC(C(=O)N)CSC1=NC=CC(=N1)C(F)(F)F